COC(=O)C1=CC2=C(N(C(=N2)C=2N3C(CNC=4C=CC=C(C2)C34)C(C)C)C)C(=C1)F 7-fluoro-2-(11-isopropyl-1,9-diazatricyclo[6.3.1.04,12]dodeca-2,4,6,8(12)-tetraen-2-yl)-1-methyl-benzimidazole-5-carboxylic acid methyl ester